N-{(1R,3R)-3-[(2'-ethyl-3'-fluoro-5-{1-[(methanesulfonyl)amino]-2-methyl-1-oxopropan-2-yl}[1,1'-biphenyl]-2-yl)oxy]cyclopentyl}-1,4,4-trimethyl-L-prolinamide C(C)C1=C(C=CC=C1F)C1=C(C=CC(=C1)C(C(=O)NS(=O)(=O)C)(C)C)O[C@H]1C[C@@H](CC1)NC([C@H]1N(CC(C1)(C)C)C)=O